C(C)(C)(C)OC(=O)N1CC2=CC=C(C=C2CC1)C(=O)O 2-(tert-butoxycarbonyl)-1,2,3,4-tetrahydroisoquinoline-6-carboxylic acid